5-((1R,4R)-5-(2-(4-(3-(1-(5-chloropyrimidin-2-yl)piperidin-4-yl)propoxy)-2-fluorophenyl)acetyl)-2,5-diazabicyclo[2.2.1]heptan-2-yl)-5-oxopentane-1-sulfonic acid ClC=1C=NC(=NC1)N1CCC(CC1)CCCOC1=CC(=C(C=C1)CC(=O)N1[C@H]2CN([C@@H](C1)C2)C(CCCCS(=O)(=O)O)=O)F